dimethylsilyl-bis(isobutenyl)zirconium dichloride [Cl-].[Cl-].C[SiH](C)[Zr+2](C=C(C)C)C=C(C)C